7-(6-(2-hydroxypropan-2-yl)pyridin-3-yl)-1-((tetrahydro-2H-pyran-4-yl)methyl)-3,4-dihydropyrazino[2,3-b]pyrazin-2(1H)-one OC(C)(C)C1=CC=C(C=N1)C1=CN=C2C(=N1)N(C(CN2)=O)CC2CCOCC2